methyl (2S)-2-[[2-(7-chloro-1H-indole-2-carbonyl)-2-azaspiro[4.5]decane-3-carbonyl] amino]-3-[(3S)-2-oxo-3-piperidyl]propanoate ClC=1C=CC=C2C=C(NC12)C(=O)N1CC2(CC1C(=O)N[C@H](C(=O)OC)C[C@H]1C(NCCC1)=O)CCCCC2